N1=CC(=CC=C1)C=1C=C(C=CC1)C(C)NC(=O)C1C(C1)C1=C(C=CC(=C1)F)F 2-(2,5-difluoro-phenyl)-cyclopropanecarboxylic acid [1-(3-pyridin-3-yl-phenyl)-ethyl]-amide